COC([C@H](C1CC1)OC1=C(C=C(C(=C1)F)Br)C1=NOCC1OCC)=O Methyl-(2S)-2-[4-bromo-5-fluoro-2-(4-ethoxy-4,5-dihydroisoxazol-3-yl)phenoxy]-2-cyclopropylacetat